(S)-5-(3-amino-1H-pyrazol-4-yl)-6-fluoro-N-(1-(3-fluoro-5-methoxyphenyl)-2-hydroxyethyl)indoline-1-carboxamide NC1=NNC=C1C=1C=C2CCN(C2=CC1F)C(=O)N[C@H](CO)C1=CC(=CC(=C1)OC)F